(7'S)-1-(4-chloropyridin-2-yl)-7'-(3,5-difluorophenyl)dihydro-1'H,3'H,5'H-spiro[piperidine-4,2'-pyrazolo[1,2-a]pyrazol]-1'-one ClC1=CC(=NC=C1)N1CCC2(CN3N([C@@H](CC3)C3=CC(=CC(=C3)F)F)C2=O)CC1